FC1=C(C=CC=C1C(F)(F)F)[C@@H](C)NC1=C2C(=C(N=N1)C)N(C(C(=C2)C2CCNCC2)=O)C 5-[[(1R)-1-[2-fluoro-3-(trifluoromethyl)phenyl]ethyl]amino]-1,8-dimethyl-3-(4-piperidyl)pyrido[2,3-d]pyridazin-2-one